4-(hex-1-yn-1-yl)anisole C(#CCCCC)C1=CC=C(C=C1)OC